C1(=CC=CC=C1)C=1C(=CC(=CC1)B1OC(C(O1)(C)C)(C)C)C1=CC=CC=C1 2-([1,1':2',1''-terphenyl]-4'-yl)-4,4,5,5-tetramethyl-1,3,2-dioxaborolane